N-[(1R)-1-[3-amino-5-(trifluoromethyl)phenyl]ethyl]-5-cyano-6-oxo-1-phenyl-pyridazine-3-carboxamide NC=1C=C(C=C(C1)C(F)(F)F)[C@@H](C)NC(=O)C1=NN(C(C(=C1)C#N)=O)C1=CC=CC=C1